2-(6-(([1,1'-Biphenyl]-2-yloxy)methyl)pyridin-3-yl)-5-(difluoromethyl)-1,3,4-oxadiazole C1(=C(C=CC=C1)OCC1=CC=C(C=N1)C=1OC(=NN1)C(F)F)C1=CC=CC=C1